3,4-diphenylquinolin C1(=CC=CC=C1)C=1C=NC2=CC=CC=C2C1C1=CC=CC=C1